[Si](C1=CC=CC=C1)(C1=CC=CC=C1)(C(C)(C)C)OC[C@@H]1[C@@H](C1)COCC(C(=O)OC(C)(C)C)(C)C tert-butyl 3-(((1R,2S)-2-(((tert-butyldiphenylsilyl)oxy)methyl)cyclopropyl)methoxy)-2,2-dimethylpropanoate